FC1=C(C=C(C=C1)N1C(=NC=C1)C=1C=C(C2=C(N(C=N2)COCC[Si](C)(C)C)C1)C)OC 2-[[6-[1-(4-fluoro-3-methoxy-phenyl)imidazol-2-yl]-4-methyl-benzimidazol-1-yl]methoxy]ethyl-trimethyl-silane